Butyl-3-methylimidazolium phosphat P(=O)([O-])([O-])[O-].C(CCC)C=1NC=C[N+]1C.C(CCC)C=1NC=C[N+]1C.C(CCC)C=1NC=C[N+]1C